3-(3-bromo-2-methyl-phenyl)piperidine BrC=1C(=C(C=CC1)C1CNCCC1)C